1-(5-(4-amino-1-isopropyl-1H-pyrazolo[3,4-d]pyrimidin-3-yl)-4-fluoroindolin-1-yl)-2-(4-fluoro-3-(trifluoromethyl)phenyl)ethan-1-one NC1=C2C(=NC=N1)N(N=C2C=2C(=C1CCN(C1=CC2)C(CC2=CC(=C(C=C2)F)C(F)(F)F)=O)F)C(C)C